uridine 3'-O-(2-cyanoethyl N,N-diisopropyl phosphoramidite) C(#N)CCP(O)(N(C(C)C)C(C)C)O[C@H]1[C@H]([C@@H](O[C@@H]1CO)N1C(=O)NC(=O)C=C1)O